FC=1C(=NC=NC1N1C(COCC1)C1=CC=C(C=C1)C(F)(F)F)NCC1(CCNCC1)F 5-fluoro-N-((4-fluoropiperidin-4-yl)methyl)-6-(3-(4-(trifluoromethyl)phenyl)morpholino)pyrimidin-4-amine